1-n-Butanesulfonate C(CCC)S(=O)(=O)[O-]